N1C(C=CC2=CC=CC=C12)=O Quinoline-2(1H)-one